BrC1=C(C=C(C=C1)[C@@H](C(F)(F)F)N(C(=O)C1CC1)C)C N-[(1S)-1-(4-bromo-3-methylphenyl)-2,2,2-trifluoroethyl]-N-methylcyclopropanecarboxamide